{1-[3-fluoro-5-(pyridin-3-yloxy)phenyl]-1H-pyrazol-4-yl}pyridine FC=1C=C(C=C(C1)OC=1C=NC=CC1)N1N=CC(=C1)C1=NC=CC=C1